C(C)(C)(C)OC(=O)N1CCC(=CC1)B1OC(C(O1)(C)C)(C)C 4-(4,4,5,5-Tetramethyl-[1,3,2]dioxaborolan-2-yl)-3,6-dihydro-2H-pyridine-1-carboxylic acid tert-butyl ester